1-(4-amino-3-iodophenyl)ethanone NC1=C(C=C(C=C1)C(C)=O)I